FC=1C=C(SC1)C(C)=O 1-(4-fluorothiophen-2-yl)ethan-1-one